ClC1=NC(=NC(=N1)C1=CC=CC2=CC=CC=C12)C1=CC=CC2=CC=CC=C12 2-chloro-4,6-bis(naphthalen-1-yl)-1,3,5-triazine